N[C@H](C(=O)OC)CC1=C(C=CC=C1)Br Methyl (S)-2-amino-3-(2-bromophenyl)propanoate